CC(CCCNC(=O)C1=C(N=C(S1)N1CCCCC1)C(C)C)(C)C N-(4,4-Dimethyl-pentyl)-4-isopropyl-2-piperidin-1-yl-thiazole-5-carboxylic acid amide